2-bromo-6-(1-(1-(4-fluorophenyl)ethyl)-1H-pyrazol-4-yl)pyrazine BrC1=NC(=CN=C1)C=1C=NN(C1)C(C)C1=CC=C(C=C1)F